(3-(3-bromo-7-carbamoyl-5,6-difluoro-2-methyl-1H-indol-4-yl)cyclohexyl)carbamic acid tert-butyl ester C(C)(C)(C)OC(NC1CC(CCC1)C1=C2C(=C(NC2=C(C(=C1F)F)C(N)=O)C)Br)=O